trans-rac-3-(3,5-bis(trifluoromethyl) phenyl)-2,2-dichlorocyclopropane-1-carboxylate FC(C=1C=C(C=C(C1)C(F)(F)F)[C@@H]1C([C@H]1C(=O)[O-])(Cl)Cl)(F)F |r|